N-[1-[5-acetyl-2-(5-cyano-2-pyridyl)-1,2,4-triazol-3-yl]ethyl]-3,5-bis(trifluoromethyl)benzamide C(C)(=O)C=1N=C(N(N1)C1=NC=C(C=C1)C#N)C(C)NC(C1=CC(=CC(=C1)C(F)(F)F)C(F)(F)F)=O